2-(2,4-difluoro-6-methylphenyl)-6-ethoxy-2,5-dihydro-4H-pyrazolo[3,4-d]pyrimidin-4-one FC1=C(C(=CC(=C1)F)C)N1N=C2N=C(NC(C2=C1)=O)OCC